BrC=1C=CC(=NC1C)C1=NOC(=C1C(=O)O)C 3-(5-bromo-6-methylpyridin-2-yl)-5-methylisoxazole-4-carboxylic acid